2-(ethoxydifluoromethyl)-1,1,1,2,3,3,3-heptafluoropropane C(C)OC(C(C(F)(F)F)(C(F)(F)F)F)(F)F